[Si].C(=C)C1=C(C=CC=C1)C1=CC=CC=C1 vinyl-biphenyl silicon